FC(F)N[C@@H](CCCN)C(=O)O diFluoromethylornithine